FC1=C(C=CC(=C1C=1C=CC=2N(C1)C=NC2N2N=NN=C2)F)NS(=O)(=O)C=2C(=NC=C(C2)F)C N-[2,4-difluoro-3-[1-(1,2,3,4-tetrazol-1-yl)imidazo[1,5-a]pyridin-6-yl]phenyl]-5-fluoro-2-methylpyridine-3-sulfonamide